2,6-di-nonylbenzoquinone C(CCCCCCCC)C=1C(C(=CC(C1)=O)CCCCCCCCC)=O